NC1=NN2C(C=C(C=C2)C=2C=CC(=C(C2)NC(=O)N2OCC[C@H]2C2=CC=CC=C2)F)=N1 (S)-N-(5-(2-amino-[1,2,4]triazolo[1,5-a]pyridin-7-yl)-2-fluorophenyl)-3-phenylisoxazolidine-2-carboxamide